COC(C(=O)N1CC2(CC2)C[C@H]1C(=O)N[C@@H](C[C@H]1C(NCC1)=O)C(COC(F)(F)F)=O)CC(C)C (6S)-5-(2-methoxy-4-methylpentanoyl)-N-((S)-3-oxo-1-((S)-2-oxopyrrolidin-3-yl)-4-(trifluoromethoxy)butan-2-yl)-5-azaspiro[2.4]heptane-6-carboxamide